[Br-].CC(=CCC1=C(C=CC=C1)P(C1=CC=CC=C1)C1=CC=CC=C1)C (3,3-dimethylallyl)triphenylphosphine bromide